CSC(C(=O)N1C(CCCC1)C=1NC=C(N1)C1=CC=C(C=C1)C=C)C 2-(methylthio)-1-(2-(4-(4-vinylphenyl)-1H-imidazol-2-yl)piperidin-1-yl)propan-1-one